1-((1S,4S)-5-(4-((4-(cyclopropylmethoxy)-2,3-difluorophenyl)amino)pyrido[3,2-d]pyrimidin-6-yl)-2,5-diazabicyclo[2.2.1]heptan-2-yl)prop-2-en-1-one C1(CC1)COC1=C(C(=C(C=C1)NC=1C2=C(N=CN1)C=CC(=N2)N2[C@@H]1CN([C@H](C2)C1)C(C=C)=O)F)F